FCC(CN1N=C(C=C1CO)C1=CC=C(C=C1)F)O fluoro-3-(3-(4-fluorophenyl)-5-(hydroxymethyl)-1H-pyrazol-1-yl)propan-2-ol